N1=C(C=CC=C1)\C(\C(\C)=N\NC(NCC)=S)=N\NC(NCC)=S (2Z,2'E)-2,2'-(1-(pyridin-2-yl)propane-1,2-diylidene)bis(N-ethylhydrazine-1-carbothioamide)